C(C=C)(=O)N1CC(C1)CN1C(C(N(C2=CC(=C(C=C12)Cl)C1=NC(=CC(=C1C(F)(F)F)C)N)C1=C(C=CC=C1C)C(C)C)=O)=O 1-((1-acryloylazetidin-3-yl)methyl)-6-(6-amino-4-methyl-3-(trifluoromethyl)pyridin-2-yl)-7-chloro-4-(2-isopropyl-6-methylphenyl)-1,4-dihydroquinoxaline-2,3-dione